FC1=CC=CC2=C1N=C(S2)[C@H]2N(CCC1=C2NC=N1)C(=O)C=1SC=CN1 (S)-(4-(4-fluorobenzo[d]thiazol-2-yl)-6,7-dihydro-3H-imidazo[4,5-c]pyridin-5(4H)-yl)(thiazol-2-yl)methanone